FC=1C=C(C=CC1F)[C@H]1[C@@H](CN(C1)CCOC)NC(=O)NC1=C(C(=NN1C1=CC=CC=C1)OCCS(=O)(=O)C)C 1-((3S,4R)-4-(3,4-difluorophenyl)-1-(2-methoxyethyl)pyrrolidin-3-yl)-3-(4-methyl-3-(2-(methylsulfonyl)ethoxy)-1-phenyl-1H-pyrazol-5-yl)urea